palladium-gold-vanadium [V].[Au].[Pd]